5-Ethyl-6-fluoro-4-(8-fluoro-2-(((2r,7as)-2-fluoro-hexahydro-1H-pyrrolizin-7a-yl)methoxy)-4-((S)-3-methylpiperidin-1-yl)pyrido[4,3-d]pyrimidin-7-yl)naphthalen-2-ol C(C)C1=C2C(=CC(=CC2=CC=C1F)O)C1=C(C=2N=C(N=C(C2C=N1)N1C[C@H](CCC1)C)OC[C@]12CCCN2C[C@@H](C1)F)F